CC1(CCC(CC1)NC(=O)C=1NC2=CC=CC=C2C1)C N-(4,4-dimethylcyclohexyl)-1H-indole-2-carboxamide